(3-methoxy-4-(4-methyl-1H-imidazol-1-yl)phenyl)(2'-methoxy-[1,1'-biphenyl]-4-yl)methanone COC=1C=C(C=CC1N1C=NC(=C1)C)C(=O)C1=CC=C(C=C1)C1=C(C=CC=C1)OC